COCC(=O)OC(C)CCCCCCCCCCCC methoxyacetic acid, 2-tetradecyl ester